NC[C@@]1(OC2=C(C1)C(=C(C=C2)Cl)C2=C(C(=O)N)C=CC(=C2F)OCCO)C2=CC=CC=C2 2-((2S,4S)-2-(aminomethyl)-5-chloro-2-phenyl-2,3-dihydrobenzofuran-4-yl)-3-fluoro-4-(2-hydroxyethoxy)benzamide